ClC1=C(C=CC(=C1)Cl)NC(CN1C=2N(C(C(=C1CC)N1CCNCC1)=O)N=C(N2)C2=CC1=C(COCC1)S2)=O N-(2,4-dichlorophenyl)-2-(2-(4,7-dihydro-5H-thieno[2,3-c]pyran-2-yl)-5-ethyl-7-oxo-6-(Piperazin-1-yl)-[1,2,4]triazolo[1,5-a]pyrimidin-4(7H)-yl)acetamide